BrC1=C(C=CC(=C1C(=O)C1CC1)F)S(=O)(=O)N(C)CC1=CC=C(C=C1)OC 2-bromo-3-(cyclopropanecarbonyl)-4-fluoro-N-[(4-methoxyphenyl)methyl]-N-methyl-benzenesulfonamide